bis(n-methylamine) terephthalate salt C(C1=CC=C(C(=O)O)C=C1)(=O)O.CN.CN